ClC1=CC=C(C=N1)[C@@H](CCN1CCC(CC1)O)NC(OC(C)(C)C)=O (R)-tert-butyl (1-(6-chloropyridin-3-yl)-3-(4-hydroxypiperidin-1-yl)propyl)carbamate